di-(m-chlorophenyl)methylene(cyclopentadienyl)(octamethyloctahydrodibenzofluorenyl)zirconium dichloride [Cl-].[Cl-].ClC=1C=C(C=CC1)C(=[Zr+2](C1(C(C(C(C2(C3C(=C4C=5C=CC=CC5CC4=C21)C=CCC3)C)(C)C)(C)C)(C)C)C)C3C=CC=C3)C3=CC(=CC=C3)Cl